3-methylimidazole p-toluenesulfonate salt CC1=CC=C(C=C1)S(=O)(=O)O.CN1C=NC=C1